2-methyloxetane-2-carboxylic acid CC1(OCC1)C(=O)O